(triphenylenyl)benzene C1(=CC=CC=2C3=CC=CC=C3C3=CC=CC=C3C12)C1=CC=CC=C1